BrC=1C=C(C(=O)NC)C=CC1C 3-bromo-N,4-dimethylbenzamide